2-((4-chlorophenethyl)(methyl)amino)pyrimidine-5-carbohydrazide ClC1=CC=C(CCN(C2=NC=C(C=N2)C(=O)NN)C)C=C1